(2S,4R)-N-(1-cyanocyclopropyl)-1-[1-(3-fluoro-5-iodopyridin-2-yl)cyclopropanecarbonyl]-4-(2-fluorophenyl)sulfonylpyrrolidine-2-carboxamide C(#N)C1(CC1)NC(=O)[C@H]1N(C[C@@H](C1)S(=O)(=O)C1=C(C=CC=C1)F)C(=O)C1(CC1)C1=NC=C(C=C1F)I